methyl (2-oxoethyl)carbamate O=CCNC(OC)=O